C(C)N(C(CC(F)(F)F)=O)CC N,N-diethyltrifluoropropionamide